o-bromotrifluoromethoxybenzene C1=CC=C(C(=C1)OC(F)(F)F)Br